N1(N=CC=C1)CC1(CC2CC(CC2C1)C=1N=CN(C1C(=O)NC1=CC(=C(C=C1)F)Cl)C)O 4-(5-((1H-pyrazol-1-yl)methyl)-5-hydroxyoctahydropentalen-2-yl)-N-(3-chloro-4-fluorophenyl)-1-methyl-1H-imidazole-5-carboxamide